Ethyl Brassylate C(CCCCCCCCCCCC(=O)[O-])(=O)OCC